FC=1C(=C(C=C(C1)/C(/N)=N/O)NC(=O)C1=CN=C2N1C=CC(=C2)N2CCOCC2)C (Z)-N-(3-fluoro-5-(N'-hydroxycarbamimidoyl)-2-methylphenyl)-7-morpholinoimidazo[1,2-a]pyridine-3-carboxamide